CS(=O)(=O)NS(=O)(=O)C.[K] potassium N-(methylsulfonyl)methanesulfonamide salt